FC=1C=C(CC2CN(C2)C(=O)N2C3=C(OCC2)C(=CN=C3)C3=CC=C(C#N)C=C3)C=CC1 4-(4-(3-(3-fluorobenzyl)azetidine-1-carbonyl)-3,4-dihydro-2H-pyrido[4,3-b][1,4]oxazin-8-yl)-benzonitrile